C(C)(=O)N1CCC(CC1)C=1C=C(C=CC1)C1=CCC(CN1C(=O)OC(C)(C)C)C tert-butyl 6-[3-(1-acetyl-4-piperidyl)phenyl]-3-methyl-3,4-dihydro-2H-pyridine-1-carboxylate